(S)-2-(4-(4-ethoxy-6-oxo-1H-pyridin-3-yl)-2-fluorophenyl)-N-(3-((1-methylpyrrolidin-2-yl)methoxy)-5-(trifluoromethyl)phenyl)acetamide C(C)OC=1C(=CNC(C1)=O)C1=CC(=C(C=C1)CC(=O)NC1=CC(=CC(=C1)C(F)(F)F)OC[C@H]1N(CCC1)C)F